FC=1C=C(C=CC1OC1=NC=CC(=N1)C)C=1C(=NC(=NC1)NC=1C=NN(C1)C)N1CC(C1)C=CC(=O)[NH-] N-(1-(5-(3-Fluoro-4-((4-methylpyrimidin-2-yl)oxy)phenyl)-2-((1-methyl-1H-pyrazol-4-yl)amino)pyrimidin-4-yl)azetidin-3-yl)acryloylamide